NC1CN(CC1OCCOC)C1=NC=2CCC(CC2C=C1F)NC(=O)C1=CC2=C(N=N1)N(C=C2Cl)CC N-{2-[3-amino-4-(2-methoxyethoxy)pyrrolidin-1-yl]-3-fluoro-5,6,7,8-tetrahydroquinolin-6-yl}-5-chloro-7-ethyl-7H-pyrrolo[2,3-c]pyridazine-3-carboxamide